COC1=CC=C(CN(C(C#N)C#N)C)C=C1 2-((4-methoxybenzyl)(methyl)amino)malononitrile